Trans-2-ethyl-4-methyl-2,3,4,6,7,8-hexahydro-5H-chromen-5-one C(C)[C@@H]1OC=2CCCC(C2[C@H](C1)C)=O